C12OCC(N(C1)C(C(F)(F)C1=NN=C(S1)C1=C(C(=O)N)C(=CC(=N1)C)C1=C(C(=CC=C1OC)Cl)F)=O)C2 (5-(2-(2-oxa-5-azabicyclo[2.2.1]hept-5-yl)-1,1-difluoro-2-oxoethyl)-1,3,4-thiadiazol-2-yl)-4-(3-chloro-2-fluoro-6-methoxyphenyl)-6-methylnicotinamide